2,6-dimethyl-2H-indazol-5-amine CN1N=C2C=C(C(=CC2=C1)N)C